3-(1H-indol-5-yl)-1-isopropyl-N6-(3-methyl-1H-pyrazol-4-yl)-1H-pyrazolo[3,4-d]pyrimidine-4,6-diamine N1C=CC2=CC(=CC=C12)C1=NN(C2=NC(=NC(=C21)N)NC=2C(=NNC2)C)C(C)C